NCC1=CC2=C(N(C(=N2)CN2C(N(C3=C2C=NC=C3)C)=O)CCCS(=O)(=O)C)C=C1 3-((5-(aminomethyl)-1-(3-(methylsulfonyl)propyl)-1H-benzo[d]imidazol-2-yl)methyl)-1-methyl-1,3-dihydro-2H-imidazo[4,5-c]pyridin-2-one